ClC1=CC=C(C2=C1C=C(O2)F)COC2=NC(=NC=C2F)C2CCC(CC2)CC2=NC=1C(=NC(=CC1)C(=O)O)N2C[C@H]2OCC2 2-(((1s,4R)-4-(4-((4-chloro-2-fluorobenzofuran-7-yl)methoxy)-5-fluoropyrimidin-2-yl)cyclohexyl)methyl)-3-(((S)-oxetan-2-yl)methyl)-3H-imidazo[4,5-b]pyridine-5-carboxylic acid